potassium lauroyl-methyl-beta-alanine sodium [Na].C(CCCCCCCCCCC)(=O)N(CCC(=O)O)C.[K]